C(C)(C)C1=NN(C2=NC=C(C=C21)O)C2OCCCC2 3-isopropyl-1-(oxan-2-yl)pyrazolo[3,4-b]pyridin-5-ol